(1S,3R)-1,2,2-trimethylcyclopentane-1,3-diamine C[C@]1(C([C@@H](CC1)N)(C)C)N